4-(4-fluoro-3-(3-((2,2,2-trifluoroethyl)amino)azetidine-1-carbonyl)benzyl)phthalazin-1(2H)-one FC1=C(C=C(CC2=NNC(C3=CC=CC=C23)=O)C=C1)C(=O)N1CC(C1)NCC(F)(F)F